NC=1C2=C(N=CN1)N(C=C2)[C@@H]2O[C@@H]([C@H]([C@H]2O)O)CO (2R,3R,4S,5R)-2-(4-amino-7H-pyrrolo[2,3-d]pyrimidin-7-yl)-5-(hydroxymethyl)tetrahydrofuran-3,4-diol